CC1=C(C=CC=C1[N+](=O)[O-])[C@@H](C)N (1R)-1-(2-methyl-3-nitrophenyl)ethanamine